bis(2-oxotetrahydrothiophen-3-yl)octanediamide O=C1SCCC1C(C(=O)N)(CCCCCC(=O)N)C1C(SCC1)=O